CN1C(C(=C(C=C1)C)C)=O 1,3,4-trimethylpyridin-2(1H)-one